5-(8-fluoro-3-methylimidazo[1,2-a]pyridin-6-yl)-N-(3,3,3-trifluoropropyl)-7H-pyrrolo[2,3-d]pyrimidin-2-amine FC=1C=2N(C=C(C1)C1=CNC=3N=C(N=CC31)NCCC(F)(F)F)C(=CN2)C